(3S)-5-hydroxy-3-(2-methylthiazol-4-yl)isoxazolidine-2-carboxylic acid tert-butyl ester C(C)(C)(C)OC(=O)N1OC(C[C@H]1C=1N=C(SC1)C)O